C(C(C)C)OP(OCC(C)C)=O diisobutyl-phosphonic acid